2-[(3S)-3-[(cyclobutyloxy)methyl][1,4'-bipiperidin]-1'-yl]-N-[(3,5-difluoropyridin-2-yl)methyl]-1,3-thiazole-5-carboxamide C1(CCC1)OC[C@@H]1CN(CCC1)C1CCN(CC1)C=1SC(=CN1)C(=O)NCC1=NC=C(C=C1F)F